C(CNC([S-])=S)NC([S-])=S.[Zn+2] zinc ethylenebis(dithiocarbamate)